CS(=O)(=O)OCC(C(F)(F)F)(C)C (3,3,3-trifluoro-2,2-dimethyl-propyl) methanesulfonate